4-bromo-2,6-dimethylpyridine-3,5-dicarboxylic acid dimethyl ester COC(=O)C=1C(=NC(=C(C1Br)C(=O)OC)C)C